tert-butyl 5-(4-amino-3-fluorophenyl)hexahydropyrrolo[3,4-c]pyrrole-2(1H)-carboxylate NC1=C(C=C(C=C1)N1CC2C(C1)CN(C2)C(=O)OC(C)(C)C)F